COC(=O)C1(CCC2(N(CC3=CC(=C(C=C23)OC)F)C[C@H](CO)C)CC1)NC1=CC(=CC=C1)Cl 4-(3-Chloroanilino)-5'-fluoro-2'-[(2R)-3-hydroxy-2-methylpropyl]-6'-methoxy-2',3'-dihydrospiro[cyclohexane-1,1'-isoindole]-4-carboxylic acid methyl ester